COC1=C(C=C(C=C1)C1=NN(C=C1)CC(CN1CCOCC1)O)OCC1=CC=C(C=C1)OC 1-(3-(4-methoxy-3-((4-methoxybenzyl)oxy)phenyl)-1H-pyrazol-1-yl)-3-morpholinopropan-2-ol